2-amino-1-(2,6-dimethyl-3-(1H-pyrazol-3-yl)phenyl)-5,6-dimethyl-1H-pyrrolo[2,3-b]pyridine-3-carbonitrile NC1=C(C=2C(=NC(=C(C2)C)C)N1C1=C(C(=CC=C1C)C1=NNC=C1)C)C#N